6-(Difluoromethyl)-3-(6-(1-(2-(methylsulfonyl)ethyl)pyrrolidin-3-yl)pyrimidin-4-yl)imidazo[1,2-b]pyridazine FC(C=1C=CC=2N(N1)C(=CN2)C2=NC=NC(=C2)C2CN(CC2)CCS(=O)(=O)C)F